O[C@@H]1[C@@H]2[C@]3(C=CC(C=C3CC[C@H]2[C@@H]2C[C@H]([C@](C(CO)=O)([C@]2(C1)C)O)O)=O)C (11β,16α)-11,16,17,21-tetrahydroxy-pregnane-1,4-diene-3,20-dione